CC1(COB(OC1)C1=C(C=CC=C1F)NC(C)C=1C=C(C=C2C(C(=C(OC12)N1CCCCC1)C)=O)C)C 8-(1-((2-(5,5-dimethyl-1,3,2-dioxaborinan-2-yl)-3-fluorophenyl)amino)ethyl)-3,6-dimethyl-2-(piperidin-1-yl)-4H-chromen-4-one